C1(CC1)C1=C(C(=NO1)C1=C(C=CC=C1Cl)Cl)COC12CCCC(CC1)N2C(=O)OC(C)(C)C Tert-butyl ((5-cyclopropyl-3-(2,6-dichlorophenyl) isoxazol-4-yl) methoxy)-8-azabicyclo[3.2.1]octane-8-carboxylate